N1=C(C=NC=C1)S(=O)(=N)C1=CC=C(C(=O)O)C=C1 4-(pyrazin-2-ylsulfonimidoyl)benzoic Acid